tert-butyl (S)-4-(3-((1-(4-((1-(tert-butoxycarbonyl)pyrrolidin-3-yl)oxy)-3-(tetrahydro-2H-pyran-4-yl)benzoyl)piperidin-4-yl)oxy)-5-fluorophenyl)piperazine-1-carboxylate C(C)(C)(C)OC(=O)N1C[C@H](CC1)OC1=C(C=C(C(=O)N2CCC(CC2)OC=2C=C(C=C(C2)F)N2CCN(CC2)C(=O)OC(C)(C)C)C=C1)C1CCOCC1